bis-biphenyl-4-yl-(1-bromo-9,9-dimethyl-9H-fluoren-4-yl)-amine C1(=CC=C(C=C1)N(C1=CC=C(C=2C(C3=CC=CC=C3C12)(C)C)Br)C1=CC=C(C=C1)C1=CC=CC=C1)C1=CC=CC=C1